(S)-10-((2-(3-oxa-8-azabicyclo[3.2.1]octan-8-yl)-5-chloropyrimidin-4-yl)amino)-2-cyclopropyl-3,3-difluoro-7-methyl-1,2,3,4-tetrahydro-[1,4]oxazepino[2,3-c]quinolin-6(7H)-one C12COCC(CC1)N2C2=NC=C(C(=N2)NC2=CC=1C3=C(C(N(C1C=C2)C)=O)OCC([C@@H](N3)C3CC3)(F)F)Cl